C(#C)C=1C(=CC=C2C(=NN(C12)C1=C(C=2N=C(N=C(C2C=N1)N1CCCCC1)OC([2H])([2H])[C@]12CCCN2C[C@@H](C1)F)F)N)F 7-ethynyl-6-fluoro-1-[8-fluoro-2-({[(2R,7aS)-2-fluorotetrahydro-1H-pyrrolizin-7a(5H)-yl](2H2)methyl}oxy)-4-(piperidin-1-yl)pyrido[4,3-d]pyrimidin-7-yl]-1H-indazol-3-amine